4-Amino-N-(1-(4-chlorobenzyl)-6-methylisoquinolin-5-yl)thieno[3,2-d]pyrimidine-7-carboxamide NC=1C2=C(N=CN1)C(=CS2)C(=O)NC2=C1C=CN=C(C1=CC=C2C)CC2=CC=C(C=C2)Cl